N-(3-methoxy-4-(3-methyl-6-(pyrazolo[1,5-a]pyrimidin-3-yl)-1H-pyrazolo[4,3-c]pyridin-1-yl)benzyl)cyclopropanesulfonamide COC=1C=C(CNS(=O)(=O)C2CC2)C=CC1N1N=C(C=2C=NC(=CC21)C=2C=NN1C2N=CC=C1)C